6-[4-[2-[4-[4-bromo-2-(6-methyl-7-oxo-1H-pyrrolo[2,3-c]pyridin-4-yl)phenoxy]phenyl]ethyl]-1-piperidyl]-N-[4-(3-chloro-4-cyano-phenoxy)cyclohexyl]pyridazine-3-carboxamide BrC1=CC(=C(OC2=CC=C(C=C2)CCC2CCN(CC2)C2=CC=C(N=N2)C(=O)NC2CCC(CC2)OC2=CC(=C(C=C2)C#N)Cl)C=C1)C=1C2=C(C(N(C1)C)=O)NC=C2